C(CCCCCCCCCCCCCCCCCCCCCC)(=O)OCCCCCCCCCCCCCCCCCCCCCCCCCCCCC nonacosan-1-yl tricosylate